(4-amino-phenyl)methane NC1=CC=C(C=C1)C